1-methyl-N-[(2S)-1-(pyrrolidin-1-yl)propan-2-yl]-1H-pyrazole-5-carboxamide CN1N=CC=C1C(=O)N[C@H](CN1CCCC1)C